2-(2-((5-(1-aminoisoquinolin-7-yl)-1'-(methoxycarbonyl)-2,3-dihydrospiro[indene-1,4'-piperidin]-3-yl)oxy)-6-methylphenyl)acetic acid NC1=NC=CC2=CC=C(C=C12)C=1C=C2C(CC3(CCN(CC3)C(=O)OC)C2=CC1)OC1=C(C(=CC=C1)C)CC(=O)O